BrCC(=O)C1CCN(CC1)C(=O)OC(C)(C)C tert-Butyl 4-(2-bromoacetyl)piperidine-1-carboxylate